ethyl 2-[[3-(1-tert-butoxycarbonyl-4-piperidyl)-3-[[3-(5-methyl-1,2,4-oxadiazol-3-yl)benzoyl]amino]propanoyl]amino]-4-methyl-thiazole-5-carboxylate C(C)(C)(C)OC(=O)N1CCC(CC1)C(CC(=O)NC=1SC(=C(N1)C)C(=O)OCC)NC(C1=CC(=CC=C1)C1=NOC(=N1)C)=O